(S)-Tributyl(1-(3,5-dimethoxyphenyl)ethoxy)silane C(CCC)[Si](O[C@@H](C)C1=CC(=CC(=C1)OC)OC)(CCCC)CCCC